N,N-dibutylbenzyl-amine C(CCC)N(CCCC)CC1=CC=CC=C1